4-(5-((1H-indol-6-yl)sulfonyl)-2,5-diazabicyclo[2.2.1]heptan-2-yl)phenol N1C=CC2=CC=C(C=C12)S(=O)(=O)N1C2CN(C(C1)C2)C2=CC=C(C=C2)O